ClC1=C(C=C(C(=C1)F)OC)S1C=CC=2NC(N(C(C21)=O)C=2C1=C(C=NC2)C(=NN1C)C)=O 5-(2-chloro-4-fluoro-5-methoxyphenyl)-3-(1,3-dimethyl-1H-pyrazolo[4,3-c]pyridin-7-yl)thieno[3,2-d]pyrimidine-2,4(1H,3H)-dione